C(C)(=O)C1=NN(C2=CC=C(C=C12)NC=1C=NC=CC1)CC(=O)N(C(C)C)CC(=O)NCC1=C(C(=CC=C1)Cl)F 2-(3-acetyl-5-(pyridin-3-ylamino)-1H-indazol-1-yl)-N-(2-((3-chloro-2-fluorophenylmethyl)amino)-2-oxoethyl)-N-isopropylacetamide